L-leucine boric anhydride B(O)(O)OC([C@@H](N)CC(C)C)=O